4-(oxiran-2-ylmethyl)morpholine O1C(C1)CN1CCOCC1